O1C(=CC=C1)\C=C\1/OC2=C(C1=O)C(=CC(=C2C2CCN(CC2)C)O)OC (Z)-2-(furan-2-ylmethylene)-6-hydroxy-4-methoxy-7-(1-methylpiperidin-4-yl)benzofuran-3(2H)-one